C(#N)C[C@H]1[C@H]2N(CC[C@@]1(CCC2)C2=CC(=CC=C2)OC)C(=O)OC(C)(C)C tert-Butyl (1S,5R,9R)-9-(Cyanomethyl)-5-(3-methoxyphenyl)-2-azabicyclo[3.3.1]nonane-2-carboxylate